Yttrium-iron [Fe].[Y]